6-ethoxy-4-(6-(6-((6-methoxypyridin-2-yl)methyl)-3,6-diazabicyclo[3.1.1]heptan-3-yl)pyridin-3-yl)pyrazolo[1,5-a]pyridine-3-carbonitrile C(C)OC=1C=C(C=2N(C1)N=CC2C#N)C=2C=NC(=CC2)N2CC1N(C(C2)C1)CC1=NC(=CC=C1)OC